C1(CC1)OC1=C(C=CC=C1)C1=C(C=NC=C1)C1(CC1)NCC1=C(C=CC(=C1)C)C(CC[C@]([C@@H]([C@@H]([C@H](CNC(N)=O)O)O)O)(CO)O)CCC 5-{3-[(({1-[4-(2-cyclopropoxyphenyl)pyridin-3-yl]cyclopropyl}amino)methyl)-4-methylphenyl]hexyl}-3-[(2S,3R,4R,5R)-2,3,4,5,6-pentahydroxyhexyl]urea